FC=1C(=CC=2C3=C(C=NC2C1)N(C(C31CC(C1)N1CCCCC1)=O)C)C=1C=C(C(=NC1)OCCNC(C)C)NS(=O)(=O)C N-(5-(7'-Fluoro-3'-methyl-2'-oxo-3-(piperidin-1-yl)-2',3'-dihydrospiro[cyclobutane-1,1'-pyrrolo[2,3-c]quinolin]-8'-yl)-2-(2-(isopropylamino)ethoxy)pyridin-3-yl)methanesulfonamide